1,3,6,9,11,14-hexahydroimidazo[4',5':5,6]quino[3,2-i]imidazo[4,5-a]acridin-2,8,10,16-tetraone N1C(NC=2C1=C1C(C3=CC=4NC5=CC=C6C(=C5C(C4C=C3NC1=CC2)=O)NC(N6)=O)=O)=O